3,3-difluoro-N-methyl-N'-((5-(trifluoromethyl)pyridin-2-yl)methyl)azetidine-1-carbohydrazide FC1(CN(C1)C(=O)N(NCC1=NC=C(C=C1)C(F)(F)F)C)F